C(C(=C)C)(=O)OC[Si](OCC)(OCC)OCC methacryloxymethyl-triethoxy-silane